3-(6-(5-(phenylsulfonyl)-2,5-diazabicyclo[2.2.1]heptan-2-yl)pyridin-3-yl)-5-(trifluoromethyl)-1,2,4-oxadiazole C1(=CC=CC=C1)S(=O)(=O)N1C2CN(C(C1)C2)C2=CC=C(C=N2)C2=NOC(=N2)C(F)(F)F